ethyl 2-(5-(bromodifluoromethoxy)pyrimidin-2-yl)-2-methylpropanoate BrC(OC=1C=NC(=NC1)C(C(=O)OCC)(C)C)(F)F